BrC(C(=O)C=1C=C2CCN(C2=CC1)C(=O)C1CC1)C 2-bromo-1-(1-(cyclopropanecarbonyl)indolin-5-yl)propan-1-one